tert-butyl-3-bromo-2-cyano-1-(tetrahydro-2H-pyran-4-yl)-6,7-dihydro-1H-pyrrolo[3,2-c]pyridine C(C)(C)(C)C1=NCCC2=C1C(=C(N2C2CCOCC2)C#N)Br